phenyl-7H-purine C1(=CC=CC=C1)C1=NC=C2NC=NC2=N1